2-({5-[3-(4-fluorophenyl)azetidin-1-yl]-1-oxo-1,2-dihydro-2,7-naphthyridin-2-yl}methyl)imidazo[1,2-a]pyridine-6-carbaldehyde FC1=CC=C(C=C1)C1CN(C1)C1=C2C=CN(C(C2=CN=C1)=O)CC=1N=C2N(C=C(C=C2)C=O)C1